[N+](=O)([O-])C1=CC=C(C(=O)NC2=NC(N([C@H]3[C@H](O)[C@H](O)[C@@H](CO)O3)C=C2)=O)C=C1 N4-p-nitrobenzoyl-cytidine